C12=NC=NC(=C2C=NN1)NCC=1N=CC(=NC1)CO (5-((2,4,8,9-Tetrazabicyclo[4.3.0]nona-1,3,5,7-tetraen-5-ylamino)methyl)-2-pyrazinyl)methanol